[Si](C)(C)(C(C)(C)C)OC1C(CCC1)C=1SC(=C(N1)C(F)(F)F)C1=NC(=NC=C1F)Cl 2-(2-((tert-butyldimethylsilyl)oxy)cyclopentyl)-5-(2-chloro-5-fluoropyrimidin-4-yl)-4-(trifluoromethyl)thiazole